COC([C@H](C(C)C1=C(C(=CC=C1F)C)C)N1S(C2=C(OCC1)C=C(C=C2)Cl)(=O)=O)=O.C2(=CC(=CC2)CN)CN 3-cyclopentadienedimethylamine methyl-(2S)-2-(7-chloro-1,1-dioxido-3,4-dihydro-2H-benzo[b][1,4,5]oxathiazepin-2-yl)-3-(6-fluoro-2,3-dimethylphenyl)butanoate